3-((4-(1H-benzo[d]imidazol-5-yl)pyrimidin-2-yl)amino)-N,N-dimethylbenzenesulfonamide N1C=NC2=C1C=CC(=C2)C2=NC(=NC=C2)NC=2C=C(C=CC2)S(=O)(=O)N(C)C